CNCCN1CCC(CC1)C=1C=C2C(=C(NC2=CC1)C1=CC(=NC=C1)C(F)(F)F)C n-methyl-2-(4-(3-methyl-2-(2-(trifluoromethyl)pyridin-4-yl)-1H-indol-5-yl)piperidin-1-yl)ethan-1-amine